BrC1=CC=C(C(=N1)F)NC(=O)[C@@H]1[C@H](CCCC1)C(=O)O (1S,2S)-2-((6-bromo-2-fluoropyridin-3-yl)carbamoyl)cyclohexane-1-carboxylic acid